(Z)-1-(((1r,4r)-4-aminocyclohexyl)methyl)-3-((3,5-dimethyl-1H-pyrrol-2-yl)methylene)-6-(pyridin-3-ylamino)indol-2-one hydrochloride Cl.NC1CCC(CC1)CN1C(\C(\C2=CC=C(C=C12)NC=1C=NC=CC1)=C/C=1NC(=CC1C)C)=O